FC(C)CC(C)F 2,4-difluoropentane